5-(2-(1-(difluoromethyl)-1H-pyrazol-4-yl)phenyl)-3-methylenedihydrofuran-2(3H)-one FC(N1N=CC(=C1)C1=C(C=CC=C1)C1CC(C(O1)=O)=C)F